4-((1s,4s)-7-azabicyclo[2.2.1]Heptane-7-carbonyl)-N-(2-hydroxy-2-methylpropyl)-5-(6-(tert-amylamino)-4-(trifluoromethyl)pyridin-3-yl)thiazole-2-carboxamide C12CCC(CC1)N2C(=O)C=2N=C(SC2C=2C=NC(=CC2C(F)(F)F)NC(C)(C)CC)C(=O)NCC(C)(C)O